2-(4-(Benzyloxy)-2-((2R,3S,4S,5R)-3-(3,4-difluoro-2-methoxyphenyl)-4,5-dimethyl-5-(trifluoromethyl)tetrahydrofuran-2-yl)-6-methylpyrimidin-5-yl)ethan-1-ol C(C1=CC=CC=C1)OC1=NC(=NC(=C1CCO)C)[C@@H]1O[C@]([C@H]([C@H]1C1=C(C(=C(C=C1)F)F)OC)C)(C(F)(F)F)C